ClC=1C=CC2=C(N(C(=N2)C2=CC=C(C=C2)OC)OCC2=CC(=CC(=C2)C)C)C1 6-chloro-1-(3,5-dimethylbenzyloxy)-2-(4-methoxyphenyl)-1H-benzo[d]imidazole